Cl.C1(=CC=CC=C1)[C@@H]1[C@H](C1)C[C@H](N)B1OC(C(O1)(C)C)(C)C |&1:11| rac-(R)-2-((1R,2S)-2-phenylcyclopropyl)-1-(4,4,5,5-tetramethyl-1,3,2-dioxaborolan-2-yl)ethan-1-amine hydrochloride